4-(2-cyclopropyl-6-{6-[(1S)-1-{2-oxa-6-azaspiro[3.3]heptan-6-yl}ethyl]-1-oxo-3H-isoindol-2-yl}pyridin-4-yl)-3-(4-methyl-1,2,4-triazol-3-yl)benzonitrile C1(CC1)C1=NC(=CC(=C1)C1=C(C=C(C#N)C=C1)C1=NN=CN1C)N1C(C2=CC(=CC=C2C1)[C@H](C)N1CC2(COC2)C1)=O